C(C)(C)(C)OC(=O)N1CCN(CC1)C1=C(C=C(C(=C1)Cl)NC1C(NC(CC1)=O)=O)F 4-(5-chloro-4-((2,6-dioxopiperidin-3-yl)amino)-2-fluorophenyl)piperazine-1-carboxylic acid tert-butyl ester